OC(C)(C)C1=CC=C(C=C1)N1C(N(C(C1)C#N)C1=CN=CC2=CC=CC=C12)=O 1-(4-(2-hydroxypropan-2-yl)phenyl)-3-(isoquinolin-4-yl)-2-oxoimidazolidine-4-carbonitrile